2-(trifluoromethyl)acrylic acid tert-butyl ester C(C)(C)(C)OC(C(=C)C(F)(F)F)=O